F[C@H]1CN(CC[C@H]1NC1=C2C=C(N(C2=CC=C1)CC(F)(F)F)C#CCNC1=C(C=C(C=C1)S(=O)(=O)C)OC)C[C@H](COC)O (R)-1-((3S,4R)-3-fluoro-4-((2-(3-((2-methoxy-4-(methylsulfonyl)phenyl)amino)prop-1-yn-1-yl)-1-(2,2,2-trifluoroethyl)-1H-indol-4-yl)amino)piperidin-1-yl)-3-methoxypropan-2-ol